N-[(3-chloro-2-{[3-(hydroxymethyl)pyridin-2-yl]sulfanyl}-4-phenylphenyl)methyl]-2-methylpropan-2-sulfinamide ClC=1C(=C(C=CC1C1=CC=CC=C1)CNS(=O)C(C)(C)C)SC1=NC=CC=C1CO